9,12-octadecandienoate C(CCCCCCCC=CCC=CCCCCC)(=O)[O-]